(2-ethyl-2-methyl-1,3-dioxolan-4-yl)methyl acrylate C(C=C)(=O)OCC1OC(OC1)(C)CC